CC1=C(C=C(C=C1)CN1CCOCC1)NC(C1=CC=C(C=C1)NC1=NC(=C(C=C1)SC)C1=CC=C(C=C1)OC(F)(F)F)=O N-(2-methyl-5-(morpholinomethyl)phenyl)-4-((5-(methylthio)-6-(4-(trifluoromethoxy)phenyl)pyridin-2-yl)amino)benzamide